BrC=1C(=CC(=C(C1)C(CCS(=O)(=O)[O-])(CNC(=O)OC(C)(C)C)C)OC)[N+](=O)[O-] [2-(5-Bromo-2-methoxy-4-nitro-phenyl)-3-(tert-butoxycarbonylamino)-2-methyl-propyl]methanesulfonate